tert-butyl 7-((1-benzyl-1,2,3,6-tetrahydropyridin-4-yl)oxy)-2-azaspiro[3.5]nonane-2-carboxylate C(C1=CC=CC=C1)N1CCC(=CC1)OC1CCC2(CN(C2)C(=O)OC(C)(C)C)CC1